3-(1-(4-amino-2,6-difluorophenyl)piperidin-4-yl)thietane 1,1-dioxide NC1=CC(=C(C(=C1)F)N1CCC(CC1)C1CS(C1)(=O)=O)F